CN1C(C=C(C=C1)C1CN(C2(CC2)C1)C(=O)OC(C)(C)C)=O Tert-butyl 6-(1-methyl-2-oxo-1,2-dihydropyridin-4-yl)-4-azaspiro[2.4]heptane-4-carboxylate